6-bromo-4-hydroxy-2-oxo-1,2-dihydro-1,5-naphthyridine-3-carbonitrile BrC=1N=C2C(=C(C(NC2=CC1)=O)C#N)O